4'-O-(4-nitrobenzyl)quercetin [N+](=O)([O-])C1=CC=C(COC2=C(C=C(C=3OC=4C=C(C=C(C4C(C3O)=O)O)O)C=C2)O)C=C1